C(C1=CC=CC=C1)OC1(COCCC1=O)CC(=C)C 3-(benzyloxy)-3-(2-methylallyl)tetrahydro-4H-pyran-4-one